C(C)N(C(C(=O)O)CC)C 2-[ETHYL(METHYL)AMINO]BUTANOIC ACID